BrC=1N=C2COC(CN2C1)C 2-bromo-6-methyl-5,6-dihydro-8H-imidazo[2,1-c][1,4]oxazine